tert-butyl rac-(3R)-3-[3-(2,4-dioxohexahydropyrimidin-1-yl)-1-methyl-indazol-6-yl]pyrrolidine-1-carboxylate O=C1N(CCC(N1)=O)C1=NN(C2=CC(=CC=C12)[C@@H]1CN(CC1)C(=O)OC(C)(C)C)C |r|